ethyl-dimethoxymethylsilane C(C)[SiH2]C(OC)OC